[Cl-].C(C)[NH3+] n-ethyl-ammonium chloride